C(C)S(=O)(=O)NC1=CC=C(C=C1)C=1C2=C(N=CN1)NC=C2 4-(4-(ethylsulfonamido)phenyl)-7H-pyrrolo[2,3-d]pyrimidin